ClC=1N=CC2=C(N1)C(OC2=O)(C(F)(F)F)C 2-chloro-7-methyl-7-(trifluoromethyl)furo[3,4-d]pyrimidin-5(7H)-one